OC[C@H](N)[C@H](O)\C=C\CCCCCCCCCCCCC trans-sphingosine